BrC=1C=C(C#N)C(=CN1)P(=O)(C)C 2-bromo-5-(dimethylphosphoryl)isonicotinnitrile